1-Methyl-N4-(3,4,5-trimethylphenyl)cyclohexane-1,4-diamine CC1(CCC(CC1)NC1=CC(=C(C(=C1)C)C)C)N